6-(methyl)guanosine CC1(C=2N=CN([C@H]3[C@H](O)[C@H](O)[C@@H](CO)O3)C2N=C(N1)N)O